FC(C(C)(F)C=1C=CC(=NC1)N1N=CC(=C1)C1=C(C(=NC=C1)N)[N+](=O)[O-])(F)F 4-(1-(5-(1,1,1,2-tetrafluoropropan-2-yl)pyridin-2-yl)-1H-pyrazol-4-yl)-3-nitropyridin-2-amine